C(CC)C1=C(C(=CC=C1)C(F)(F)F)S(=O)(=O)N 2-propyl-6-(trifluoromethyl)benzene-1-sulfonamide